COC1=CC=C(CN2CC(=CC(C2)=O)OS(=O)(=O)C(F)(F)F)C=C1 trifluoromethanesulfonic acid 1-(4-methoxybenzyl)-5-oxo-1,2,5,6-tetrahydropyridin-3-yl ester